NC1=C(C=C(C=C1)C)NC(=O)N1C=CC2=C1N=CN=C2N(C)[C@H]2CN(CC[C@H]2C)C(CC#N)=O N-(2-amino-5-methylphenyl)-4-(((3R,4R)-1-(2-cyanoacetyl)-4-methylpiperidin-3-yl)(methyl)amino)-7H-pyrrolo[2,3-d]pyrimidine-7-carboxamide